C[C@H]1CN(CCN1C)C1=CN2C(C=C(C=C2C=C1)C1=CC2=C(N=C(O2)C)C=C1)=O 7-[(3S)-3,4-dimethylpiperazin-1-yl]-2-(2-methyl-1,3-benzoxazol-6-yl)-4H-quinolizin-4-one